2-(4-cyclopropyl-6-difluoromethoxy-pyrimidin-5-yl)-5-methyl-8-(4-(1-methyl-4-(trifluoromethyl)-1H-imidazol-2-yl)benzyl)-7,8-dihydro-pteridin-6(5H)-one C1(CC1)C1=NC=NC(=C1C1=NC=2N(CC(N(C2C=N1)C)=O)CC1=CC=C(C=C1)C=1N(C=C(N1)C(F)(F)F)C)OC(F)F